CN(C(CN1CCN(CC1)C1=CC2=C(CC(O2)(C)C)C=C1NC(=O)C=1C=NN2C1N=CC=C2)=O)C N-(6-(4-(2-(Dimethylamino)-2-oxoethyl)piperazin-1-yl)-2,2-dimethyl-2,3-dihydrobenzofuran-5-yl)pyrazolo[1,5-a]pyrimidine-3-carboxamide